N'-hydroxy-4-{[(2R)-3-hydroxy-2-(sulfamoylamino)propyl]sulfanyl}-1,2,5-oxadiazole-3-carboximidamide ON=C(N)C1=NON=C1SC[C@@H](CO)NS(N)(=O)=O